di-iso-butyl ether C(C(C)C)OCC(C)C